3'-(propane-2,2-diylbis(sulfanediyl))bis(1,3-diphenylpropan-1-one) CC(C)(SC(C(=O)C1=CC=CC=C1)CC1=CC=CC=C1)SC(C(=O)C1=CC=CC=C1)CC1=CC=CC=C1